N=1C=NN2C1C=CC(=C2)C=2N(N=C1C(N(CCC12)C1=CC(=CC=C1)O)=O)C1=NC(=CC=C1)C 3-([1,2,4]triazolo[1,5-a]pyridin-6-yl)-6-(3-hydroxyphenyl)-2-(6-methylpyridin-2-yl)-5,6-dihydro-2H-pyrazolo[3,4-c]pyridin-7(4H)-one